O1COC2=C1C=CC=C2 Benzo-dioxole